CC(C)C[O-].CC(C)C[O-].CC(C)C[O-].[Hf+3] Hafnium triisobutoxide